C1(CC1)COC1=CC=CC(=N1)C1=CC(=C(C(=C1)F)N1CCCC1)F (S)-1-[4-(6-Cyclopropylmethoxy-pyridin-2-yl)-2,6-difluoro-phenyl]Pyrrolidine